Cyclopentadienyl-palladium C1(C=CC=C1)[Pd]